propyl-methylphenol C(CC)C=1C(=C(C=CC1)O)C